CC1=NOC(=C1NC(=O)O[C@H](C)C1=CC=CC=C1)C1=CC=C(O[C@H]2C[C@H](CCC2)C(=O)O)C=C1 |r| (±)-Cis-3-(4-(3-methyl-4-((((R)-1-phenylethoxy)carbonyl)amino)isoxazol-5-yl)phenoxy)cyclohexane-1-carboxylic Acid